ClC1=CC2=C(C=C3N2C(=NN(C3=O)CC(=O)NCCC3(CC3)O)C(C)C)S1 2-(2-Chloro-5-isopropyl-8-oxothieno[2',3':4,5]pyrrolo[1,2-d][1,2,4]triazin-7(8H)-yl)-N-(2-(1-hydroxycyclopropyl)ethyl)acetamide